(S)-(9H-Fluoren-9-yl)methyl (1-chloro-3-(4-chloro-3-fluorophenyl)-1-oxopropan-2-yl)(methyl)carbamate ClC([C@H](CC1=CC(=C(C=C1)Cl)F)N(C(OCC1C2=CC=CC=C2C=2C=CC=CC12)=O)C)=O